1-(4-Methoxyphenyl)-3,5-Dimethyl-1h-Pyrazole COC1=CC=C(C=C1)N1N=C(C=C1C)C